2-[(1R,5S)-3-azabicyclo[3.2.0]heptan-3-yl]-N-(2-methylsulfonyl-4-pyridyl)-5-(trifluoro-methyl)pyridine-3-carboxamide [C@@H]12CN(C[C@H]2CC1)C1=NC=C(C=C1C(=O)NC1=CC(=NC=C1)S(=O)(=O)C)C(F)(F)F